N-Tetralin-2-ylpyrido[3,2-d]pyrimidin-4-amine C1C(CCC2=CC=CC=C12)NC=1C2=C(N=CN1)C=CC=N2